methyl (R)-2-((2S,3R)-2-(((benzyloxy)carbonyl)amino)-3-hydroxybutanamido)butanoate C(C1=CC=CC=C1)OC(=O)N[C@H](C(=O)N[C@@H](C(=O)OC)CC)[C@@H](C)O